6'-fluoro-6-(trifluoromethoxy)-1'H-1,2'-biphenyl FC1C=CC=C(C1)C1=CC=CC=C1OC(F)(F)F